ClC=1C(=NC=CC1S)N1CC(C1)O 1-(3-chloro-4-sulfanylpyridin-2-yl)azetidin-3-ol